C1=CC=CC=2C3=CC=CC=C3C(C12)COC(=O)N[C@@H](CC(=O)OC(C)(C)C)C(=O)OCC1=CC=CC=C1 1-benzyl 4-(tert-butyl) (((9H-fluoren-9-yl)methoxy)carbonyl)-L-aspartate